ClC1=C(C(=CC=C1NS(=O)(=O)C)Cl)CC(=O)OC methyl 2-(2,6-dichloro-3-(methylsulfonamido)phenyl)acetate